(3S)-1-[3-fluoro-2-(trifluoromethyl)phenyl]-N,N-dimethylpiperidin-3-amine FC=1C(=C(C=CC1)N1C[C@H](CCC1)N(C)C)C(F)(F)F